OC1=C(C=C(C=C1)/C=C/C(=O)C1=CC=C(C=C1)SC)C (E)-3-(4-hydroxy-3-methylphenyl)-1-(4-(methylthio)phenyl)prop-2-en-1-one